7-(3,5-dimethylphenyl)-3-methyl-2-phenylthieno[2,3-c]pyridine CC=1C=C(C=C(C1)C)C=1N=CC=C2C1SC(=C2C)C2=CC=CC=C2